2,4-dichlorobenzyl cyanide ClC1=C(CC#N)C=CC(=C1)Cl